CN1N=CC(=C1)C=1C=C(C(=O)NC=2N(C=C(N2)CCCC(NN2CCCCC2)=O)C2=CC=CC=C2)C=CC1 3-(1-methyl-1H-pyrazol-4-yl)-N-(4-(4-oxo-4-(piperidin-1-ylamino)butyl)-1-phenyl-1H-imidazol-2-yl)benzamide